4-[2-methoxy-3-(1-methyl-1,2,4-triazol-3-yl)anilino]-6-(3-methyl-2-oxo-imidazolidin-1-yl)-N-(trideuteriomethyl)pyridazine-3-carboxamide COC1=C(NC2=C(N=NC(=C2)N2C(N(CC2)C)=O)C(=O)NC([2H])([2H])[2H])C=CC=C1C1=NN(C=N1)C